cyclohexaneFolic acid C1(CCCCC1)C1=CC(=CC=C1C(N[C@@H](CCC(=O)O)C(=O)O)=O)NCC1=CN=C2N=C(N)NC(=O)C2=N1